FC(OC1=C(C=C(C=C1)OC1=CC(=C(C=C1)C(=O)N1CCN(CC1)C)C)C1=NN(C=C1NC(=O)C=1C=NN2C1N=CC=C2)C)F N-[3-[2-(difluoromethoxy)-5-[3-methyl-4-(4-methylpiperazine-1-carbonyl)phenoxy]phenyl]-1-methyl-pyrazol-4-yl]pyrazolo[1,5-a]pyrimidine-3-carboxamide